sulfoasparagine S(=O)(=O)(O)N[C@@H](CC(N)=O)C(=O)O